N-(6-(3-(1,3-dioxoisoindol-2-yl)-2,6-dioxopiperidin-1-yl)hexyl)-4-methoxybenzenesulfonamide O=C1N(C(C2=CC=CC=C12)=O)C1C(N(C(CC1)=O)CCCCCCNS(=O)(=O)C1=CC=C(C=C1)OC)=O